ClC=1C=C(C=CC1F)[C@@H]1CN2[C@H](CO1)CN(CC2)C(=O)C=2C(=C(C=CC2)N2CC(NCC2)=O)Cl 4-[3-[(3R,9aS)-3-(3-chloro-4-fluoro-phenyl)-3,4,6,7,9,9a-hexahydro-1H-pyrazino[2,1-c][1,4]oxazine-8-carbonyl]-2-chlorophenyl]piperazin-2-one